FC1=C(C(=O)NCC(F)(F)F)C(=CC(=C1)C1=CN=C2N1C=CC(=C2)C=2C=NN(C2)C)OC 2-fluoro-6-methoxy-4-[7-(1-methylpyrazol-4-yl)imidazo[1,2-a]pyridin-3-yl]-N-(2,2,2-trifluoroethyl)benzamide